2-(3,5-dichloro-4-((4-methyl-2-(3-methylcyclohexyl)quinolin-6-yl)oxy)phenyl)-3,5-dioxo-2,3,4,5-tetrahydro-1,2,4-triazine-6-carbonitrile ClC=1C=C(C=C(C1OC=1C=C2C(=CC(=NC2=CC1)C1CC(CCC1)C)C)Cl)N1N=C(C(NC1=O)=O)C#N